NC1=CC=C(C=C1)C1=C(C(=CC=C1N1CCN(CC1)C)N)N (4-amino-phenyl)-4-(4-methyl-piperazin-1-yl)-benzene-1,2-diamine